BrC=1C(=NC(=NC1)N1C=NC=C1)C(=O)NC1=C(C=CC=C1)Cl 5-bromo-N-(2-chlorophenyl)-2-(1H-imidazol-1-yl)pyrimidine-4-carboxamide